C1=CC=CC=2C3=CC=CC=C3N(C12)C1=CC(=CC=C1)N1C2=CC=CC=C2C=2C=CC=CC12 1,3-Bis(9H-carbazol-9-yl)benzene